N-[6-(2,8-dimethylimidazo[1,2-b]pyridazin-6-yl)-1-oxo-2-[(3S)-pyrrolidin-3-yl]-8-isoquinolyl]acetamide CC=1N=C2N(N=C(C=C2C)C=2C=C3C=CN(C(C3=C(C2)NC(C)=O)=O)[C@@H]2CNCC2)C1